2-(4-cyano-phenoxy)-N-(5,6-dimethoxy-benzothiazol-2-yl)-2-[4-(2-piperidin-1-yl-ethoxy)-phenyl]-acetamide C(#N)C1=CC=C(OC(C(=O)NC=2SC3=C(N2)C=C(C(=C3)OC)OC)C3=CC=C(C=C3)OCCN3CCCCC3)C=C1